O1CCN(CC1)C=1C=C(C=CC1)[C@@H](CC(=O)O)C=1SC=C(N1)CCCCC1=NC=2NCCCC2C=C1 (R)-3-(3-morpholinophenyl)-3-(4-(4-(5,6,7,8-tetrahydro-1,8-naphthyridin-2-yl)butyl)thiazol-2-yl)propanoic acid